NCC(=O)N1C(\C(\C2=CC=C(C=C12)C(=O)OC)=C(\C1=CC=CC=C1)/NC1=CC=C(C=C1)N(C(CN1CCN(CC1)C)=O)C)=O Methyl (Z)-1-glycyl-3-(((4-(N-methyl-2-(4-methylpiperazin-1-yl) acetamido) phenyl) amino) (phenyl) methylene)-2-oxoindole-6-carboxylate